1-((1-(tert-butoxycarbonyl)azetidin-3-yl)methyl)-2-(1-(cyclopropylmethyl)-6-methoxy-1H-pyrrolo[2,3-b]pyridin-2-yl)-7-methoxy-1H-benzo[d]imidazole-5-carboxylic acid C(C)(C)(C)OC(=O)N1CC(C1)CN1C(=NC2=C1C(=CC(=C2)C(=O)O)OC)C2=CC=1C(=NC(=CC1)OC)N2CC2CC2